(2S,5R)-5-(2-chlorophenyl)-1-(4-(pyridin-4-yl)benzoyl)pyrrolidine-2-carboxylic acid ClC1=C(C=CC=C1)[C@H]1CC[C@H](N1C(C1=CC=C(C=C1)C1=CC=NC=C1)=O)C(=O)O